FC=1C=C(C(=NC1)OC)N1CCN(CC1)C(=O)OC(C)(C)C 1-Tert-butyl 4-(5-fluoro-2-methoxypyridin-3-yl)piperazine-1-carboxylate